NC1=C(C=CC(=C1)C(OC)=N)B(O)O 2-amino-4-(imino(methoxy)methyl)phenylboronic acid